(S)-(4-(3-Bromo-5-(piperazin-1-yl)benzoyl)piperazin-1-yl)(3-cyclohexyl-4-(pyrrolidin-3-yloxy)phenyl)methanone hydrochloride Cl.BrC=1C=C(C(=O)N2CCN(CC2)C(=O)C2=CC(=C(C=C2)O[C@@H]2CNCC2)C2CCCCC2)C=C(C1)N1CCNCC1